C1(OC(CO1)(C)CCF)=O 2-fluoroethylmethylethylene carbonate